1-(1-methoxy-2-methyl-1-oxopropan-2-yl)-1H-1,2,3-triazole-4-carboxylic acid COC(C(C)(C)N1N=NC(=C1)C(=O)O)=O